Cl.ClCCN1[C@H](CCC1)C (2S)-1-(2-chloroethyl)-2-methylpyrrolidine hydrochloride